CON[C@@H](CC(N)=O)C(=O)O methoxy-asparagine